C(C(=O)O)(=O)O.CN(CCCC=1C=C(C=CC1OC)NC(=O)C1=CC=C(C=C1)C1=C(C=C(C=C1)C1=NOC(=N1)C)C)C N-[3-(3-Dimethylaminopropyl)-4-methoxyphenyl]-2'-methyl-4'-(5-methyl-1,2,4-oxadiazol-3-yl)biphenyl-4-carboxamide oxalate